C(C)[SiH]1[Si](N(N(N([SiH2]1)C)C)CC)(CC)CC Tetraethyl-dimethyl-triazatrisilinane